ClCCC(=O)NC=1C=C2C(=NC1)NN=C2C2=NC1=C(N2)C=C(C=C1)C(=O)N1CCN(CC1)C 3-chloro-N-(3-(6-(4-methylpiperazine-1-carbonyl)-1H-benzoimidazol-2-yl)-1H-pyrazolo[3,4-b]pyridin-5-yl)propanamide